ClC=1C=C(C=CC1F)NC1=NC=NC2=CC(=C(C=C12)O[C@@H]1CC[C@H](CC1)N(C)C)OC 4-[(3-chloro-4-fluorophenyl)amino]-6-(trans-4-dimethylamino-cyclohexane-1-yloxy)-7-methoxy-quinazoline